4-oxo-6-((1S,2S)-2-(pyrimidin-5-yl)cyclobutyl)-1-((R)-1-(6-(trifluoromethyl)pyridin-3-yl)ethyl)-4,5-dihydro-1H-pyrazolo[3,4-d]pyrimidine-3-carbonitrile O=C1C2=C(N=C(N1)[C@@H]1[C@H](CC1)C=1C=NC=NC1)N(N=C2C#N)[C@H](C)C=2C=NC(=CC2)C(F)(F)F